3-[2-[(6-bromo-2-pyridinyl)oxymethyl]-5-(trifluoromethyl)phenyl]propan-1-ol BrC1=CC=CC(=N1)OCC1=C(C=C(C=C1)C(F)(F)F)CCCO